4-methoxy-2-(methylamino)benzoic acid COC1=CC(=C(C(=O)O)C=C1)NC